antimony hydroxyl chloride OCl.[Sb]